dihydroxy-naphthalene-disulfonic acid disodium salt [Na+].[Na+].OC=1C(=C(C(=C2C=CC=CC12)S(=O)(=O)[O-])S(=O)(=O)[O-])O